1H-isoindole hydrochloride Cl.C1N=CC2=CC=CC=C12